3,5-di-tert-butylpyrocatechol C(C)(C)(C)C1=C(C(O)=CC(=C1)C(C)(C)C)O